4-fluoro-2-(4,4,4-trifluorobutanoylamino)benzamide FC1=CC(=C(C(=O)N)C=C1)NC(CCC(F)(F)F)=O